[2-Ethoxy-7-oxo-4-(propan-2-yl)-6H,7H-thieno[2,3-d]pyridazin-6-yl]-N-(pyrimidin-2-yl)acetamide C(C)OC1=CC2=C(C(N(N=C2C(C)C)CC(=O)NC2=NC=CC=N2)=O)S1